C(C1=CC=CC=C1)(C1=CC=CC=C1)(C1=CC=CC=C1)N1C2=CC=CC=C2C=2C=CC=CC12 9-tritylcarbazole